(E)-tert-butyl 6-(2-(5-cyclopropyl-3-(2-(trifluoromethyl) pyridin-3-yl) isoxazol-4-yl) vinyl)-2-azaspiro[3.3]heptane-2-carboxylate C1(CC1)C1=C(C(=NO1)C=1C(=NC=CC1)C(F)(F)F)/C=C/C1CC2(CN(C2)C(=O)OC(C)(C)C)C1